tert-Butyl 4-((2R,3S)-3-((((9H-fluoren-9-yl)methoxy)carbonyl)amino)-4-(benzyloxy)-4-oxobutan-2-yl)benzoate C1=CC=CC=2C3=CC=CC=C3C(C12)COC(=O)N[C@@H]([C@H](C)C1=CC=C(C(=O)OC(C)(C)C)C=C1)C(=O)OCC1=CC=CC=C1